FC1=CC=C(C=C1)C=1C(=CC2=CC=CC=C2C1)C(=O)OCC ethyl 3-(4-fluorophenyl)-2-naphthoate